CC=1N=CN(C1)C=1C=C(C=C(C1)C(F)(F)F)C1=C(C(=O)N)C=CC(=C1)CN1CCCC1 (3-(4-methyl-1H-imidazol-1-yl)-5-(trifluoromethyl)phenyl)-4-(pyrrolidin-1-ylmethyl)benzamide